N-((1r,4r)-4-((5-(3-(2,2-difluoroethyl)-2-methyl-3H-imidazo[4,5-b]pyridin-5-yl)-4-(methylamino)-7H-pyrrolo[2,3-d]pyrimidin-2-yl)amino)-1-methylcyclohexyl)acetamide FC(CN1C(=NC=2C1=NC(=CC2)C2=CNC=1N=C(N=C(C12)NC)NC1CCC(CC1)(C)NC(C)=O)C)F